C(C)(C)(C)NC(=O)C1=CC(=NC(=C1)C=1N=NN(C1)C1=CC(=C(C(=O)O)C=C1)O)C=1N=NN(C1)C1=CC(=C(C(=O)O)C=C1)O 4,4'-((4-(tert-butylcarbamoyl)pyridine-2,6-diyl)bis(1H-1,2,3-triazole-4,1-diyl))bis(2-hydroxybenzoic acid)